Nα-methyl-L-phenylalanine CN[C@@H](CC1=CC=CC=C1)C(=O)O